C1(CC1)C=1C(=NON1)C(=O)N[C@H](C=1N=C2N(N=CC(=C2)C[C@@H]2C(NCCCC2)=O)C1)C1CCC(CC1)(F)F |o1:21| 4-Cyclopropyl-N-((S)-(4,4-difluorocyclohexyl)(7-(((R*)-2-oxoazepan-3-yl)methyl)imidazo[1,2-b]pyridazin-2-yl)methyl)-1,2,5-oxadiazole-3-carboxamide